O1CC(CC1)C(=O)O[C@H](C(=O)OC)C1=CC=CC=C1 (S)-2-methoxy-2-oxo-1-phenylethyl 3-oxolanoate